C1(CC1)CN1C=C(C2=C1N=CNC2=O)I 7-(Cyclopropylmethyl)-5-iodo-3,7-dihydro-4H-pyrrolo[2,3-d]pyrimidin-4-one